(R)-2-(phenylpropyl)cyclohexane-1,2-diamine C1(=CC=CC=C1)CCCC1([C@@H](CCCC1)N)N